C(C)(C)OC1=CC(=NC=C1)NC1=CN=C(S1)C1=NC=C(C=C1)OC N-(4-isopropoxypyridin-2-yl)-2-(5-methoxypyridin-2-yl)thiazol-5-amine